6-bromo-4-hydroxy-1-(2-morpholinoethyl)-2-oxo-1,8-naphthyridine-3-carboxylic acid ethyl ester C(C)OC(=O)C=1C(N(C2=NC=C(C=C2C1O)Br)CCN1CCOCC1)=O